N-(piperidin-4-ylmethyl)acetamide hydrochloride Cl.N1CCC(CC1)CNC(C)=O